The molecule is an amino disaccharide consisting of alpha-D-mannopyranose and 2-acetamido-2-deoxy-D-glucopyranose residues joined in sequence by a (1->3) glycosidic bond. It is a member of acetamides, an amino disaccharide and a glycosylglucose derivative. It derives from an alpha-D-mannose. It derives from a hydride of a N-acetyl-D-glucosamine. CC(=O)N[C@@H]1[C@H]([C@@H]([C@H](OC1O)CO)O)O[C@@H]2[C@H]([C@H]([C@@H]([C@H](O2)CO)O)O)O